C(#N)C1=CC=C(C=C1)C1=NC=2C(=NC=C(C2)C(=O)O)N1 4-cyanophenyl-3H-imidazo[4,5-b]pyridine-6-carboxylic acid